pyrido[3,2-d]pyrimidine-2,4-diamine N1=C(N=C(C2=C1C=CC=N2)N)N